C(C)(C)(C)C1=CC=C(C=C1)N(C1=C(C(=O)O)C=CC=C1C(=O)O)C1=CC=C(C=C1)C(C)(C)C 2-(bis(4-(tert-butyl)phenyl)amino)isophthalic acid